CC1=C2C(=NC=C1C=1C3=C(N=C(N1)NC=1C=NC=4CCN(CC4C1)C)CNCC3)OCCO2 (8-methyl-2,3-dihydro-[1,4]dioxino[2,3-b]pyridin-7-yl)-N-(6-methyl-5,6,7,8-tetrahydro-1,6-naphthyridin-3-yl)-5,6,7,8-tetrahydropyrido[3,4-d]pyrimidin-2-amine